FC=1C=CC(=NC1)CN1N=C(N=N1)C1=CC(=C(C=C1)S(=O)(=O)NCCO)OC 4-(2-((5-fluoropyridin-2-yl)methyl)-2H-tetrazol-5-yl)-N-(2-hydroxyethyl)-2-methoxybenzenesulfonamide